5-fluoro-3-(1-(4-fluoro-2-(1H-pyrrol-3-yl)phenethyl)piperidin-4-yl)-1H-indole FC=1C=C2C(=CNC2=CC1)C1CCN(CC1)CCC1=C(C=C(C=C1)F)C1=CNC=C1